(S)-ethyl 6-(4-((benzyloxy) carbonyl)-3-(cyanomethyl) piperazin-1-yl)-2-chloro-5-nitropyrimidine-4-carboxylate C(C1=CC=CC=C1)OC(=O)N1[C@H](CN(CC1)C1=C(C(=NC(=N1)Cl)C(=O)OCC)[N+](=O)[O-])CC#N